FC1=CC=CN1S(=O)(=O)C1=CC=C(C=C1)C 5-fluoro-1-(4-methylbenzenesulfonyl)pyrrole